COC(=O)C1CN(C1)CC1=C(C2=CC=C(C=C2CC1)OCCCCC)C 1-((1-methyl-6-(pentyloxy)-3,4-dihydronaphthalen-2-yl)methyl)azetidine-3-carboxylic acid methyl ester